1-((2S,6R)-2,6-dimethylpiperazin-1-yl)prop-2-en-1-one C[C@@H]1N([C@@H](CNC1)C)C(C=C)=O